NC1=NN2C(N=CC(=C2[C@H](C)OC)C(=O)OC(C)(C)C)=N1 tert-butyl (S)-2-amino-7-(1-methoxy ethyl)-[1,2,4]triazolo[1,5-a]pyrimidine-6-carboxylate